C(C1=CC=CC=C1)C1(CC2(CCNC2)CC1)CC(C)(S(=O)N)C (7-benzyl-2-azaspiro[4.4]non-7-yl)-2-methylpropane-2-sulfinamide